2-bromo-5-fluoro-3-{[(5-fluoropyridin-3-yl)oxy]methyl}pyridine BrC1=NC=C(C=C1COC=1C=NC=C(C1)F)F